COC1=NC(=CC(=C1CNC(=O)C1CCN(CC1)C(=O)C1=NNC(=C1)C1=CC=NC=C1)C)C N-[(2-methoxy-4,6-dimethylpyridin-3-yl)methyl]-1-[5-(pyridin-4-yl)-1H-pyrazole-3-carbonyl]piperidine-4-carboxamide